(2S)-5,5-dimethyl-2-{5-methyl-2-[trans-4-(trifluoromethyl)cyclohexyl]pyrazolo[1,5-a]pyrimidin-7-yl}morpholine CC1(CO[C@@H](CN1)C1=CC(=NC=2N1N=C(C2)[C@@H]2CC[C@H](CC2)C(F)(F)F)C)C